N-(2-oxo-1-(3-(trifluoromethyl)benzyl)piperidin-3-yl)-4-(trifluoromethoxy)benzene-sulfonamide O=C1N(CCCC1NS(=O)(=O)C1=CC=C(C=C1)OC(F)(F)F)CC1=CC(=CC=C1)C(F)(F)F